FC1=C(C=CC(=C1)C1=CC2=C(N=C(N=C2)N[C@@H]2CNC[C@H](C2)F)N(C1=O)C(C)C)NS(=O)(=O)CC1=C(C=CC=C1)F N-(2-fluoro-4-(2-(((3S,5S)-5-fluoropiperidin-3-yl)amino)-8-isopropyl-7-oxo-7,8-dihydropyrido[2,3-d]pyrimidin-6-yl)phenyl)-1-(2-fluorophenyl)methanesulfonamide